COC1=C(C(=CC=C1)OC)N1C(=NC=2C1=NC(=CN2)NS(=O)(=O)N2CCNCC2)C2=NC(=CC=C2)OCC N-(1-(2,6-dimethoxyphenyl)-2-(6-ethoxypyridin-2-yl)-1H-imidazo[4,5-b]pyrazin-6-yl)piperazine-1-sulfonamide